N1=C(C=CC=C1C(=O)OCC)C(=O)OCC diethyl pyridine-2,6-dicarboxylate